C(CS)(=O)OCC(OC(CS)=O)COC(CS)=O glycerol trithioglycolate